Bis[(3-tert-butoxy-3-oxo-propanoyl)oxy]magnesium C(C)(C)(C)OC(CC(=O)O[Mg]OC(CC(OC(C)(C)C)=O)=O)=O